tert-butyl 2-[hydroxy[3-(4-methylpiperazin-1-yl)phenyl]methyl]-4-methyl-5H,6H,7H-pyrrolo[3,4-d]pyrimidine-6-carboxylate OC(C=1N=C(C2=C(N1)CN(C2)C(=O)OC(C)(C)C)C)C2=CC(=CC=C2)N2CCN(CC2)C